[Na+].C(C)(=O)OCC1=C(N2C([C@H]([C@H]2SC1)NC(C(=NOC)C=1N=C(SC1)N)=O)=O)C(=O)[O-] (6R,7R)-3-[(Acetyloxy)methyl]-7-[2-(2-aminothiazol-4-yl)-2-(methoxyimino)acetamido]-8-oxo-5-thia-1-azabicyclo[4.2.0]oct-2-ene-2-carboxylic acid sodium salt